C(=C\CC)/C1=CC=C2C(=NC=3N(C2=C1)C=NN3)N(C3=CC=CC=C3)C (E)-8-(but-1-en-1-yl)-N-methyl-N-phenyl-[1,2,4]triazolo[4,3-a]quinazolin-5-amine